(S)-6-(4-chlorophenyl-2,3,5,6-d4)-N-(1-hydroxypropan-2-yl)-2-(1-methyl-1H-pyrazol-4-yl)-3-formyl-2,3-dihydropyridazine-4-carboxamide ClC1=C(C(=C(C(=C1[2H])[2H])C=1C=C([C@H](N(N1)C=1C=NN(C1)C)C=O)C(=O)NC(CO)C)[2H])[2H]